6-((R)-2-(1-((S)-2-((tert-butoxycarbonyl)(methyl)amino)-N,4-dimethylpentanamido)cyclopropane-1-carboxamido)-3-phenylpropoxy)-2-methylbenzo[d]oxazole-7-carboxylic acid C(C)(C)(C)OC(=O)N([C@H](C(=O)N(C)C1(CC1)C(=O)N[C@@H](COC1=C(C2=C(N=C(O2)C)C=C1)C(=O)O)CC1=CC=CC=C1)CC(C)C)C